2-METHYLOCTANE CC(C)CCCCCC